CC(CC(=O)OC[C@]1(O[C@H]([C@@H]([C@@H]1O)O)C1=CC=C2C(=NC=NN21)N)C#N)(C)C ((2R,3S,4R,5S)-5-(4-aminopyrrolo[2,1-f][1,2,4]triazin-7-yl)-2-cyano-3,4-dihydroxytetrahydrofuran-2-yl)methyl 3,3-dimethylbutanoate